6,7-dihydro-[1,2,4]triazolo[1,5-a]pyrimidin N1=CN=C2N1CCC=N2